(S)-quinuclidin-3-yl((R)-5-(4-butoxy-3-chlorophenyl)-6-fluoro-2,2-dimethyl-2,3-dihydro-1H-inden-1-yl)carbamate N12C[C@H](C(CC1)CC2)OC(N[C@@H]2C(CC1=CC(=C(C=C21)F)C2=CC(=C(C=C2)OCCCC)Cl)(C)C)=O